tert-butyl 3-formyl-2-azabicyclo[3.1.1]heptane-2-carboxylate C(=O)C1N(C2CC(C1)C2)C(=O)OC(C)(C)C